[N+](=O)([O-])C=1C=C(C(=O)C2C(OCC2)=O)C=CC1 3-(3-nitrobenzoyl)-dihydrofuran-2(3H)-one